2,2,2-trifluoroethyl 2-oxo-2-[[(1S,2S)-2-(difluoromethoxy)cyclopentyl]-[[5-(trifluoromethyl)-2-pyridyl]methyl]amino]acetate O=C(C(=O)OCC(F)(F)F)N(CC1=NC=C(C=C1)C(F)(F)F)[C@@H]1[C@H](CCC1)OC(F)F